COC1=CC=C(C=C1)N1N=CN=C1 1-(4-methoxyphenyl)-1H-1,2,4-triazole